5-bromo-6-methyl-1H-pyrrolo[2,3-b]pyridine BrC=1C=C2C(=NC1C)NC=C2